1,3-propanedione C(CC=O)=O